tert-butyl (1-(5-(4-(4-(2,6-difluorobenzyl)-5-oxo-4,5-dihydro-1H-1,2,4-triazol-1-yl)benzoyl)-4-methylthiazol-2-yl)-3-methylazetidin-3-yl)carbamate FC1=C(CN2C=NN(C2=O)C2=CC=C(C(=O)C3=C(N=C(S3)N3CC(C3)(C)NC(OC(C)(C)C)=O)C)C=C2)C(=CC=C1)F